C(C)OC(=O)C1=C(C=2N(N=C1)C(=C(C2)Cl)C2=C(C(=CC(=C2)F)Cl)Cl)C(C)(C)C 4-tert-butyl-6-chloro-7-(2,3-dichloro-5-fluorophenyl)pyrrolo[1,2-b]pyridazine-3-carboxylic acid ethyl ester